2-chloro-9-phenyl-6-(pyridin-4-yl)-9H-purine ClC1=NC(=C2N=CN(C2=N1)C1=CC=CC=C1)C1=CC=NC=C1